C1(CCCCC1)COC1=C2NC=NC2=NC(=N1)NC1=CC(=CC=C1)Cl 6-Cyclohexylmethoxy-2-(3'-chloroanilino)purine